3-(2-methoxy-2,3-dihydro-1H-inden-5-yl)tetrahydro-1H-pyrrolizin COC1CC2=CC=C(C=C2C1)C1CCC2=CCCN12